N1C(=NC2=C1C=CC=C2)C2=NC(=CC(=C2)C2=CC=C(C=C2)O)C2=NC1=C(N2)C=CC=C1 4-(2,6-bis(1H-benzimidazol-2-yl)pyridin-4-yl)phenol